3-(5-(4-(1-((R)-3-(4-amino-3-(4-phenoxyphenyl)-1H-pyrazolo[3,4-d]pyrimidin-1-yl)piperidine-1-carbonyl)piperidin-4-yl)piperazin-1-yl)-1-oxoisoindolin-2-yl)piperidine-2,6-dione NC1=C2C(=NC=N1)N(N=C2C2=CC=C(C=C2)OC2=CC=CC=C2)[C@H]2CN(CCC2)C(=O)N2CCC(CC2)N2CCN(CC2)C=2C=C1CN(C(C1=CC2)=O)C2C(NC(CC2)=O)=O